5-hydroxy-6-(4-(piperidin-4-ylethynyl)phenethyl)pyrimidin-4(3H)-one OC=1C(NC=NC1CCC1=CC=C(C=C1)C#CC1CCNCC1)=O